CN1C2CC(CC1CCC2)=O 9-methyl-9-azabicyclo[3.3.1]nonane-3-one